2-[4-(4-Benzo[b]thiophen-4-yl-piperazin-1-yl)-butyl]-tetrahydro-pyrrolo[1,2-c]pyrimidine-1,3-dione S1C2=C(C=C1)C(=CC=C2)N2CCN(CC2)CCCCN2C(N1C(CC2=O)CCC1)=O